C(C)OC(CC(C)N1C=NC(=C1)C(=O)O)=O (4-ethoxy-4-oxobutan-2-yl)-1H-imidazole-4-carboxylic acid